(1S,2R)-2-(((R)-(3-fluoro-4-isopropylphenyl)(2-ureidophenyl)methyl)carbamoyl)cyclopentane-1-carboxylic acid FC=1C=C(C=CC1C(C)C)[C@H](C1=C(C=CC=C1)NC(=O)N)NC(=O)[C@H]1[C@H](CCC1)C(=O)O